5-Bromo-4-methoxy-3-methylbenzo[d]oxazol-2(3H)-one BrC=1C=CC2=C(N(C(O2)=O)C)C1OC